[(2R)-2-[(2R,3R,4S)-3,4-bis[3-(1H-indol-3-yl)propanoyloxy]tetrahydrofuran-2-yl]-2-[3-(1H-indol-3-yl)propanoyloxy]ethyl] 3-(1H-indol-3-yl)propanoate N1C=C(C2=CC=CC=C12)CCC(=O)OC[C@@H](OC(CCC1=CNC2=CC=CC=C12)=O)[C@H]1OC[C@@H]([C@H]1OC(CCC1=CNC2=CC=CC=C12)=O)OC(CCC1=CNC2=CC=CC=C12)=O